methyl oxalate monopotassium salt [K+].C(C(=O)[O-])(=O)OC